FC1=C(C(=C(C(=C1[B-](C1=C(C(=C(C(=C1F)F)F)F)F)(C1=C(C(=C(C(=C1F)F)F)F)F)C1=C(C(=C(C(=C1F)F)F)F)F)F)F)F)F.C1(=C(C=CC=C1)[PH3+])C o-tolylphosphonium tetrakis(pentafluorophenyl)borate